O-isobutyl-N-methyl-hydroxylamine C(C(C)C)ONC